C(C)(C)(C)OC(C1=C(C=C(C=C1)NC(C(C1=CC=CC=C1)NC(C=CC1=C(C(=CC=C1N1N=CN=N1)Cl)F)=O)=O)OC)=O 4-(2-(3-(3-chloro-2-fluoro-6-(2H-tetrazol-2-yl)phenyl)acrylamido)-2-phenylacetylamino)-2-methoxybenzoic acid tert-butyl ester